BrC=1SC(=C(N1)C1=C(C=CC=C1C)C)C1=CC(=CC=C1)OCCC(C)(C)C 2-bromo-5-[3-(3,3-dimethylbutoxy)phenyl]-4-(2,6-dimethylphenyl)thiazole